(Z)-3-(5-(4-(5-(4-(1-(4-hydroxyphenyl)-2-phenylbut-1-en-1-yl)phenoxy)pentyl)-1,4-diazepan-1-yl)-1-oxoisoindolin-2-yl)piperidine-2,6-dione OC1=CC=C(C=C1)/C(=C(\CC)/C1=CC=CC=C1)/C1=CC=C(OCCCCCN2CCN(CCC2)C=2C=C3CN(C(C3=CC2)=O)C2C(NC(CC2)=O)=O)C=C1